C1(CC1)C1=NC(=C(C#N)C=C1)NC1=C(C(=CC=C1)F)C 6-cyclopropyl-2-((3-fluoro-2-methylphenyl)amino)nicotinonitrile